NC=1SC(=CN1)C(=O)OCC ethyl 2-aminothiazole-5-carboxylate